C(C(=C)C)(=O)OCCN(C)C(=O)OC(C(C)C)C1=C(C=C(C(=C1)OC)OC)[N+](=O)[O-] (((1-(4,5-dimethoxy-2-nitrophenyl)-2-methylpropoxy)carbonyl)(methyl)amino)ethyl methacrylate